C(C)(C)(C)C1=C(C(=C(C(=C1C(=O)N)C(C)(C)C)C(=O)N)C(C)(C)C)C(=O)N tri-tert-butyl-1,3,5-benzene-tricarboxamide